NCCOCCN1CCC(CC1)N1N=C(C=C1NC(=O)NC1=CC=C(C=C1)N1C=NC2=C1C=CC(=C2)OC)C(C)(C)C 1-(2-{1-[2-(2-Amino-ethoxy)-ethyl]-piperidin-4-yl}-5-tert-butyl-2H-pyrazol-3-yl)-3-[4-(5-Methoxy-benzimidazol-1-yl)-phenyl]-urea